CC1=CN=NC(=C1C)N1CC=2C=C(C=NC2CC1)NC1=C(C=CC=C1)C 4,5-dimethyl-6-[3-(2-methylanilino)-7,8-dihydro-5H-1,6-naphthyridin-6-yl]pyridazine